1-(1-tetradecyl)-3-methylimidazole C(CCCCCCCCCCCCC)N1CN(C=C1)C